NC1=C(C(=CC(=N1)C=1C(=C2[C@H](N(C(C2=CC1)=O)[C@H]1C(NC(CC1)=O)=O)C)F)C)C (R)-3-((R)-5-(6-Amino-4,5-dimethylpyridin-2-yl)-4-fluoro-3-methyl-1-oxoisoindolin-2-yl)piperidine-2,6-dione